FC=1C=C(CN2N=C(C3=CC=CC=C23)C=CC2=CC=CC=C2)C=C(C1)F (3,5-difluorobenzyl)-3-styryl-1H-indazole